hexadecyl-1,6-hexanediamine C(CCCCCCCCCCCCCCC)C(CCCCCN)N